5-(thiophen-3-yl)pent-4-enal S1C=C(C=C1)C=CCCC=O